3,4-dimethyl-1-Hexene CC(C=C)C(CC)C